Methyl 6-amino-2-[4-(hydroxymethyl)cyclohexyl]-1,3-benzothiazole-5-carboxylate NC1=CC2=C(N=C(S2)C2CCC(CC2)CO)C=C1C(=O)OC